N-ethylcarbazole-3-carboxaldehyde C(C)N1C2=CC=CC=C2C=2C=C(C=CC12)C=O